BrC1=NC(=C(C=C1CO)OC)OC (2-bromo-5,6-dimethoxy-3-pyridinyl)methanol